N1=CC(=CC=C1)\C=C/C=1C=NC=CC1.[Zn] zinc (cis-1,2-bis(3-pyridyl)-ethylene)